FC1(C(C12CC2)C(=O)NC=2C=CC(=NC2)C=2N=NN(C2NC(O[C@H](C)C=2C(=NC=CC2)Cl)=O)C)F (R)-1-(2-chloropyridin-3-yl)ethyl (4-(5-(2,2-difluorospiro[2.2]pentane-1-carboxamido)pyridin-2-yl)-1-methyl-1H-1,2,3-triazol-5-yl)carbamate